ClC=1C=C(C=CC1)C1=CC=C2C(=C(N3C(C2=C1)=NC=N3)C(=O)NCC(=O)OCC)O ethyl (9-(3-chlorophenyl)-6-hydroxy-[1,2,4]triazolo[5,1-a]isoquinoline-5-carbonyl)glycinate